N1=CC(=CC=C1)S(=O)(=O)Cl 3-pyridine-sulfonylchloride